3,4,5-trihydroxy-N-methyl-N-octylbenzamide OC=1C=C(C(=O)N(CCCCCCCC)C)C=C(C1O)O